[I-].C(=N)N.[Pb+2].[Cs+].[I-].[I-] cesium lead formamidine iodide